CN(S(=O)(=O)CC)CCOC=1C=NC=C(C1)C=1C=C2CCC(N(C2=CC1)C)=O Ethanesulfonic acid methyl-{2-[5-(1-methyl-2-oxo-1,2,3,4-tetrahydro-quinolin-6-yl)-pyridin-3-yloxy]-ethyl}-amide